5,6-dihydro-2H-2,6-methanobenzo[g][1,3,5]oxadiazocin-4(3H)-one O1C2NC(NC(C3=C1C=CC=C3)C2)=O